ClC1=CC=C(C=C1)C1=N[C@H](C=2N(C3=C1C(=C(S3)C)C)C(=NN2)C)CC(=O)NCCCC(=O)NC2=C(C(=O)NC=3SC(=C(N3)C)C)C=CC=C2 (S)-2-(4-(2-(4-(4-Chlorophenyl)-2,3,9-trimethyl-6H-thieno[3,2-f][1,2,4]triazolo[4,3-a][1,4]diazepin-6-yl)acetamido)butanamido)-N-(4,5-dimethylthiazol-2-yl)benzamide